F[C@@H]1C[C@H](N(C1)C(CC=1N=NC=CC1)=O)C(=O)N[C@@H](C1=CC=CC=C1)C1=CC(=C(C=C1)C(C)C)F (2S,4R)-4-fluoro-N-[(S)-[3-fluoro-4-(propan-2-yl)phenyl](phenyl)methyl]-1-[2-(pyridazin-3-yl)acetyl]pyrrolidine-2-carboxamide